NCC1CN(C(C=2N1N=C1C2CN([C@@H](C1)C)C(=O)C=1C=CC(=C(C#N)C1)Cl)=O)C(C)C1=CC=C(C=C1)OC(F)F 5-((3R)-7-(Aminomethyl)-9-(1-(4-(difluoromethoxy)phenyl)ethyl)-3-methyl-10-oxo-1,2,3,4,7,8,9,10-octahydropyrido[4',3':3,4]pyrazolo[1,5-a]pyrazine-2-carbonyl)-2-chlorobenzonitrile